The molecule is an aminopyrimidine that is pyrimidine-2,4-diamine in which the amino groups at positions 2 and 4 are substituted by 4-cyanophenyl and 4-[(E)-2-cyanovinyl]-2,6-dimethylphenyl groups respectively. Used for treatment of HIV. It has a role as a HIV-1 reverse transcriptase inhibitor and an EC 2.7.7.49 (RNA-directed DNA polymerase) inhibitor. It is a nitrile and an aminopyrimidine. It is a conjugate base of a rilpivirine(1+). CC1=CC(=CC(=C1NC2=NC(=NC=C2)NC3=CC=C(C=C3)C#N)C)/C=C/C#N